C1=C(C=CC2=CC=CC=C12)C=1C=CC2=C(C(CO2)=O)C1 5-(naphthalen-2-yl)benzofuran-3(2H)-one